[Zr].[Cr] chromium-zirconium